(R)-N-(1-(4-amino-6-(trifluoromethyl)pyridin-2-yl)ethylidene)-2-methylpropanesulfinamide NC1=CC(=NC(=C1)C(F)(F)F)C(C)=N[S@](=O)CC(C)C